CS(=O)(=O)OC[C@H]1[C@@H](C1)C(F)(F)F trans-2-(trifluoromethyl)cyclopropylmethyl methanesulfonate